dipalmitoylglycerol CCCCCCCCCCCCCCCC(=O)C(C(C(C(=O)CCCCCCCCCCCCCCC)O)O)O